(S)-N-(2-Benzoylphenyl)-1-(2-fluorobenzyl)-pyrrolidine-2-carboxamide C(C1=CC=CC=C1)(=O)C1=C(C=CC=C1)NC(=O)[C@H]1N(CCC1)CC1=C(C=CC=C1)F